ClC1=C(C(=CC=2N(N=NC21)C2=CC=C(C=C2)N2CC1(C2)CCOCC1)I)F 2-(4-(4-Chloro-5-fluoro-6-iodo-1H-benzo[d][1,2,3]triazol-1-yl)phenyl)-7-oxa-2-azaspiro[3.5]nonane